2-(cyclobutylamino)-8-[4-[2-(dimethylamino)ethyl-methyl-amino]phenyl]-6-(5-methyl-4-prop-2-enoyl-2,3-dihydroquinoxalin-1-yl)pyrido[2,3-d]pyrimidin-7-one C1(CCC1)NC=1N=CC2=C(N1)N(C(C(=C2)N2CCN(C1=C(C=CC=C21)C)C(C=C)=O)=O)C2=CC=C(C=C2)N(C)CCN(C)C